(R)-5-[[6-[3-(Difluoromethyl)-4-fluoro-phenyl]pyrazolo[4,3-b]pyridin-1-yl]methyl]-3-ethyl-oxazolidin-2-one FC(C=1C=C(C=CC1F)C=1C=C2C(=NC1)C=NN2C[C@H]2CN(C(O2)=O)CC)F